NC=1SC(=CC1C(=O)OC(C)(C)C)C(NC)=O tert-butyl 2-amino-5-(methylcarbamoyl)thiophene-3-carboxylate